2',3'-dihydro-1'H-spiro[cyclopropane-1,4'-isoquinoline]-1'-one C1(NCC2(C3=CC=CC=C13)CC2)=O